ClC1=C(C(=CC(=C1)CN)Cl)C1=CC=CC=C1 (2,6-dichloro-[1,1'-biphenyl]-4-yl)methylamine